ClC1=CC=C(C(=N1)C(=O)O)N[C@H](C)C=1C=C(C=C2C(N(C(=NC12)C=1N=C(SC1C)C)C)=O)C (R)-6-chloro-3-((1-(2-(2,5-dimethylthiazol-4-yl)-3,6-dimethyl-4-oxo-3,4-dihydroquinazolin-8-yl)ethyl)amino)picolinic acid